(S)-N-(4-Nitrobenzenesulfonyl)-2-(2-(5-(([1,1'-biphenyl]-4-yl)methylene)-thiazolidine-2,4-dione-3-yl)acetamido)-3-(4-(4-nitrobenzyloxy)phenyl)propanamide [N+](=O)([O-])C1=CC=C(C=C1)S(=O)(=O)NC([C@H](CC1=CC=C(C=C1)OCC1=CC=C(C=C1)[N+](=O)[O-])NC(CN1C(SC(C1=O)=CC1=CC=C(C=C1)C1=CC=CC=C1)=O)=O)=O